L-lysinate monohydrate O.N[C@@H](CCCCN)C(=O)O